4,4'-bis(2,2-diphenyl-vinyl-1-yl)biphenyl C1(=CC=CC=C1)C(=C=C1C=CC(C=C1)=C1C=CC(C=C1)=C=C(C1=CC=CC=C1)C1=CC=CC=C1)C1=CC=CC=C1